C(CCCCCCCCCCCCCCCCC)NC(C(CC1=CC=CC=C1)NC(CCC(=O)O)=O)=O 4-[{1-(octadecylamino)-1-oxo-3-phenylpropan-2-yl}amino]-4-Oxobutanoic acid